C1(CC1)C=1C(=C2C(=NC1CC)CCC2)NC(=O)N=[S@@](=O)(N)C=2SC=C(C2)C(C)(C)O (S)-N'-((3-cyclopropyl-2-ethyl-6,7-dihydro-5H-cyclopenta[b]pyridin-4-yl)carbamoyl)-4-(2-hydroxypropan-2-yl)thiophene-2-sulfonimidamide